2-hexyldecyl 6-((tert-butoxycarbonyl)amino)hexanoate 2-Hexyldecyl-6-((tert-butoxycarbonyl)amino)hexanoate C(CCCCC)C(COC(CCCCCNC(=O)OC(C)(C)C)=O)CCCCCCCC.C(C)(C)(C)OC(=O)NCCCCCC(=O)OCC(CCCCCCCC)CCCCCC